2-(4-cyclopropyl-6-methoxypyrimidin-5-yl)-4-(((6-(1-isopropyl-4-(trifluoro-methyl)-1H-imidazol-2-yl)pyridin-3-yl)methyl)amino)-7,8-dihydropyrido[4,3-d]pyrimidine-6(5H)-carbonitrile C1(CC1)C1=NC=NC(=C1C=1N=C(C2=C(N1)CCN(C2)C#N)NCC=2C=NC(=CC2)C=2N(C=C(N2)C(F)(F)F)C(C)C)OC